N-((1E,2E)-3-(phenylamino)allyl)chloroaniline 3-[[2-(methacryloyloxy)ethyl]-dimethylammonio]propionate C(C(=C)C)(=O)OCC[N+](CCC(=O)[O-])(C)C.C1(=CC=CC=C1)N/C=C/CN(C1=CC=CC=C1)Cl